(3',5'-diphenyl-1,1':2',1''-terphenyl-3''-yl)-(4'-naphthalen-2-yl-biphenyl-4-yl)-phenyl-amine C1(=CC=CC=C1)C1=C(C(=CC(=C1)C1=CC=CC=C1)C1=CC=CC=C1)C1=CC(=CC=C1)N(C1=CC=CC=C1)C1=CC=C(C=C1)C1=CC=C(C=C1)C1=CC2=CC=CC=C2C=C1